1-(cyclohexanecarbonyl)piperidin C1(CCCCC1)C(=O)N1CCCCC1